5-(4-fluorophenoxy)-N-((5-(3,4,5-trifluorophenyl)pyridin-3-yl)sulfonyl)-1H-indole-2-carboxamide FC1=CC=C(OC=2C=C3C=C(NC3=CC2)C(=O)NS(=O)(=O)C=2C=NC=C(C2)C2=CC(=C(C(=C2)F)F)F)C=C1